3-(((6-chloro-2-(trifluoromethyl)quinolin-4-yl)amino)methyl)-3-(4-fluoro-1H-pyrazol-1-yl)-N-((1s,4s)-4-hydroxy-4-methylcyclohexyl)azetidine-1-carboxamide ClC=1C=C2C(=CC(=NC2=CC1)C(F)(F)F)NCC1(CN(C1)C(=O)NC1CCC(CC1)(C)O)N1N=CC(=C1)F